CN1N=C2C=CC(=CC2=C1)O 2-methyl-2H-indazol-5-ol